ClC1=C(C=C(C=C1)I)C[C@H](C)NC(=O)OCC1C2=CC=CC=C2C=2C=CC=CC12 (2S)-3-(2-chloro-5-iodophenyl)-2-(9H-fluoren-9-ylmethoxycarbonylamino)propane